C12(CC3CC(CC(C1)C3)C2)CCOCC(CN2C(CCCC2C)C)O 1-[2-(adamantan-1-yl)ethoxy]-3-(2,6-dimethylpiperidin-1-yl)propan-2-ol